ClC1=C(C=C(C(=C1)C1(COC1)OCC1=CC(=CC=C1)C#N)C)N=CN(C)CC N'-(2-chloro-4-(3-((3-cyanobenzyl)oxy)oxetan-3-yl)-5-methylphenyl)-N-ethyl-N-methylformimidamide